boron bisphosphate P(=O)([O-])([O-])[O-].P(=O)([O-])([O-])[O-].[B+3].[B+3]